Cl.NCCOC1=C(C=O)C=CC(=C1)Br 2-(2-aminoethoxy)-4-bromobenzaldehyde hydrochloride